NC=1C2=C(N=CN1)N(C(=C2C(=O)NC2=CC=C(C=C2)COC)OCC2OCCC2)C2(CC2)C 4-amino-N-(4-(methoxymethyl)phenyl)-7-(1-methylcyclopropyl)-6-((tetrahydrofuran-2-yl)methoxy)-7H-pyrrolo[2,3-d]pyrimidine-5-carboxamide